C1(CC1)CN1CCN(C2=CC=CC=C12)CC(C)N1CCCC1 1-(4-(cyclopropylmethyl)-3,4-dihydroquinoxalin-1(2H)-yl)-2-(pyrrolidin-1-yl)propan